(1S,2R,3R,4S,5S)-8-(benzyloxy)-4-hydroxy-3-methoxy-2,5-dimethyl-7,9-dioxo-N-(2,4,6-trifluorobenzyl)-2,3,4,5,7,9-hexahydro-1,6-methanopyrido[1,2-b][1,2,5]triazonine-10-carboxamide C(C1=CC=CC=C1)OC=1C(C(=CN2N3[C@@H]([C@H]([C@H]([C@@H](N(C(C21)=O)C3)C)O)OC)C)C(=O)NCC3=C(C=C(C=C3F)F)F)=O